tert-Butyl (Z)-4-(3-cyclopropoxy-6-(2-fluoro-2-(4,4,5,5-tetramethyl-1,3,2-dioxaborolan-2-yl)vinyl)-2-(trifluoromethyl)phenyl)-1-oxa-4,9-diazaspiro[5.5]undecane-9-carboxylate C1(CC1)OC=1C(=C(C(=CC1)\C=C(\B1OC(C(O1)(C)C)(C)C)/F)N1CCOC2(C1)CCN(CC2)C(=O)OC(C)(C)C)C(F)(F)F